C12CN(CC(N1)C2)C=2OC1=C(N2)C(=CC=C1C=1SC=CN1)OC(C(=O)N(C)C)(F)F 2-((2-(3,6-diazabicyclo[3.1.1]heptan-3-yl)-7-(thiazol-2-yl)benzo[d]oxazol-4-yl)oxy)-2,2-difluoro-N,N-dimethylacetamide